2-(4-(trifluoromethyl)-1H-pyrazol-1-yl)ethan-1-one FC(C=1C=NN(C1)CC=O)(F)F